methyl (S)-3-(5-bromo-2-fluorophenyl)-4-(2,6-diazaspiro[3.4]octane-2-yl)butanoate BrC=1C=CC(=C(C1)[C@H](CC(=O)OC)CN1CC2(C1)CNCC2)F